ClC=1C=C2C(=C(N1)NCC1=C(C=C(C=C1)OC)OC)NN=C2 5-chloro-N-(2,4-dimethoxybenzyl)-1H-pyrazolo[3,4-c]pyridin-7-amine